(S)-4-(4-(tert-Butoxycarbonyl)-3-(cyanomethyl)piperazin-1-yl)-2-hydroxy-5,8-dihydro-1,7-naphthyridine-7(6H)-carboxylic acid benzyl ester C(C1=CC=CC=C1)OC(=O)N1CCC=2C(=CC(=NC2C1)O)N1C[C@@H](N(CC1)C(=O)OC(C)(C)C)CC#N